C(C)(C)C1=C(NC2=C1N=C(S2)C2CCC(CC2)NC)C=2C=C(C=1N(C2)N=CN1)OC 4-(6-isopropyl-5-(8-methoxy-[1,2,4]triazolo[1,5-a]pyridin-6-yl)-4H-pyrrolo[3,2-d]thiazol-2-yl)-N-methylcyclohexan-1-amine